ClC1=CC=2C=3C=CC(=CC3N(C(N(C2N=C1)CC)=O)C1=C(C=C(C=C1F)NCCC(=O)O)F)Cl 3-[(4-{4,13-dichloro-8-ethyl-9-oxo-6,8,10-triazatricyclo[9.4.0.02,7]pentadeca-1(11),2(7),3,5,12,14-hexaen-10-yl}-3,5-difluorophenyl)amino]propanoic acid